Tert-butyl (trans-3-((difluoromethoxy)methyl)cyclobutyl)carbamate FC(OC[C@@H]1C[C@H](C1)NC(OC(C)(C)C)=O)F